S1C=NC2=C1C=C(C=C2)\C=C\2/N=C(NC2=O)N[C@H]2[C@@H](CC1=CC=CC=C21)O (4Z)-4-(1,3-benzothiazol-6-ylmethylene)-2-[[(1R,2R)-2-hydroxyindan-1-yl]amino]-1H-imidazol-5-one